2-((2-Methyl-6-(trifluoromethyl)pyridin-3-yl)sulfonyl)-6-(tetrahydro-2H-pyran-4-yl)-2,6-diazaspiro[3.3]heptane CC1=NC(=CC=C1S(=O)(=O)N1CC2(C1)CN(C2)C2CCOCC2)C(F)(F)F